N-[(1S)-2-[4-chloro-3-[1-methyl-1-(propanoylamino)ethyl]phenoxy]-1-methyl-ethyl]carbamate ClC1=C(C=C(OC[C@H](C)NC([O-])=O)C=C1)C(C)(NC(CC)=O)C